(2-chlorophenyl)(4-((S)-3-(3-fluoropyridin-2-yloxy)pyrrolidin-1-yl)-3-(hydroxymethyl)phenyl)methanol ClC1=C(C=CC=C1)C(O)C1=CC(=C(C=C1)N1C[C@H](CC1)OC1=NC=CC=C1F)CO